FC1=C(C=CC=C1)N1C=C(C2=C1N=CN=C2OC2=CC=C1C(=CC(OC1=C2)=O)C)C2=CC=C(C=C2)OC 7-[7-(2-fluoro-phenyl)-5-(4-methoxy-phenyl)-7H-pyrrolo[2,3-d]Pyrimidine-4-oxy]-4-methylcoumarin